C(=O)(O)CCC(=O)N1CC2=CC(=C(C(=C2C1)F)OCCCOC1=CC2=C([Se]C(=C2)C(CCC(=O)O)=O)C=C1O)OC 4-(5-(3-((2-(3-carboxypropionyl)-4-fluoro-6-methoxyisoindolin-5-yl)oxy)propoxy)-6-hydroxybenzo[b]selenophen-2-yl)-4-oxobutanoic acid